3,4-Difluoro-2-(2-fluoro-4-iodoanilino)-5-[[3-fluoro-2-[(1-methylcyclobutyl)sulfamoylamino]pyridin-4-yl]methyl]-N-propan-2-yloxybenzamide FC=1C(=C(C(=O)NOC(C)C)C=C(C1F)CC1=C(C(=NC=C1)NS(NC1(CCC1)C)(=O)=O)F)NC1=C(C=C(C=C1)I)F